BrC=1C(=NC=C(C1)Cl)N1CC(C1)CNC(C1=C(C=CC=C1)F)=O N-((1-(3-bromo-5-chloropyridin-2-yl)azetidin-3-yl)methyl)-2-fluorobenzamide